methyl 3-hexyl-2,2-dimethylcyclopropanecarboxylate C(CCCCC)C1C(C1C(=O)OC)(C)C